2-(3-chloro-2-fluorophenyl)-5-amino-4-hydroxy-3(2H)-furanone ClC=1C(=C(C=CC1)C1OC(=C(C1=O)O)N)F